BrC1=CC(CN(C1)C[C@@H](C(=O)OC)NC(=O)OC(C)(C)C)O methyl (2S)-3-(5-bromo-3-hydroxy-3,6-dihydropyridin-1(2H)-yl)-2-((tert-butoxycarbonyl)amino)propanoate